S=C[C@H](O)[C@@H](O)[C@H](O)[C@H](O)CO.[Na] sodium thioglucose salt